2-[4-[(R)-amino(4,5-dichloro-2-hydroxyphenyl)methyl]piperidin-1-yl]-2-oxoacetamide N[C@H](C1CCN(CC1)C(C(=O)N)=O)C1=C(C=C(C(=C1)Cl)Cl)O